2-(3-(2,3-difluorophenyl)-5-hydroxy-1H-pyrazol-1-yl)thiazole-4-carboxylic acid FC1=C(C=CC=C1F)C1=NN(C(=C1)O)C=1SC=C(N1)C(=O)O